C1(CC1)C(=O)C(C#N)(C(C1=CC=C(C=C1)C(F)(F)F)=O)S(=O)(=O)C α-(cyclopropylcarbonyl)-2-(methylsulfonyl)-oxo-4-(trifluoromethyl)-phenylpropionitrile